C1(=CC=CC=C1)N1C=NN=C1 4-Phenyl-4H-1,2,4-triazole